N1(C=NC=C1)CC1=CC(=C2CCN(C(C2=C1)=O)[C@@H]1C=2C=C(C=NC2CCC1)OC)C=1C(=NN(C1)C)C(F)(F)F (S)-7-((1H-imidazol-1-yl)methyl)-2-(3-methoxy-5,6,7,8-tetrahydroquinolin-5-yl)-5-(1-methyl-3-(trifluoromethyl)-1H-pyrazol-4-yl)-3,4-dihydroisoquinolin-1(2H)-one